ClC=1C=C(C=NC1F)N[C@@H]1[C@@H](CN(CC1)C(=O)OC(C)(C)C)F tert-butyl (3R,4S)-4-((5-chloro-6-fluoropyridin-3-yl)amino)-3-fluoropiperidine-1-carboxylate